6-bromo-4H-thiazolo[5',4':4,5]Pyrrolo[3,2-b]Pyridin-2-amine BrC=1C=C2C(=NC1)C1=C(N2)N=C(S1)N